C(C(C)C)N(CCCN1CCN(CC1)CCCN1C(=NC2=C1C=CC=C2)N)CC(C)C (3-(4-(3-(diisobutylamino)propyl)piperazin-1-yl)propyl)-1H-benzo[d]imidazol-2-amine